C(CCCCC)NC(O)=S.C(CCCCC)NC(O)=S.CC1=CC=CC=C1 toluene-bis(hexyl thiocarbamate)